ClC=1C=NC=C(C1[C@@H](C)OC=1C=C2C(=NNC2=CC1OC)C=1C=NC(=C(C1)F)N1[C@H](CC1)C)Cl 5-((R)-1-(3,5-dichloropyridin-4-yl)ethoxy)-3-(5-fluoro-6-((S)-2-methylazetidin-1-yl)pyridin-3-yl)-6-methoxy-1H-indazole